3-(1,1-difluoroethyl)pyridine-4-carboxylic acid methyl ester COC(=O)C1=C(C=NC=C1)C(C)(F)F